pyridine-3,4-dicarboxylic acid dimethyl ester COC(=O)C=1C=NC=CC1C(=O)OC